tert-butyl 2-(tetrahydro-2H-pyran-2-yl)-2,3,4,5a,6,7,8,9-octahydro-5H-1,2,5,7-tetraazabenzo[cd]azulene-5-carboxylate O1C(CCCC1)N1N=C2CCNCC3C2=C1CCN3C(=O)OC(C)(C)C